2-[2-(aminomethyl)-3,3-difluoro-allyl]-4-[6-(4-methylsulfonylphenyl)-2-pyridinyl]-1,2,4-triazol-3-one NCC(CN1N=CN(C1=O)C1=NC(=CC=C1)C1=CC=C(C=C1)S(=O)(=O)C)=C(F)F